C(C)OC(C)OCC\C=C/CC (Z)-1-(1-ethoxyethoxy)hex-3-en